C[Si]([C-]1C=CC=C1)(C)C.[C-]1(C=CC=C1)[Si](C)(C)C.[Fe+2] 1,1'-bis(trimethylsilyl)ferrocene